2-(3-(5-fluoro-6-(((3S,4S)-4-fluoropiperidin-3-yl)amino)pyridin-2-yl)-7-methoxyimidazo[1,2-b]pyridazin-6-yl)propan-2-ol FC=1C=CC(=NC1N[C@H]1CNCC[C@@H]1F)C1=CN=C2N1N=C(C(=C2)OC)C(C)(C)O